N1=CC(=CC2=CC=CC=C12)NC1=NC(=NC=C1)NC1=CC=C(C=C1)OC1CC(C1)N(C)C 4-(3-quinolylamino)-2-{p-[(1r,3r)-3-(dimethylamino)cyclobutoxy]phenylamino}pyrimidine